COCCOC=1C=NC=C(C=O)C1 5-(2-methoxyethoxy)nicotinaldehyde